[Cl-].[K+].[Na+].[Cl-] sodium-potassium chloride